ClC=1N=C(C2=C(N1)N(C=C2)[C@H]2[C@@H]([C@@H]([C@H](O2)COCP(O)(O)=O)O)O)N[C@@H](C)C2=CC(=CC=C2)F [(2R,3S,4R,5R)-5-[2-chloro-4-[[(1S)-1-(3-fluorophenyl)ethyl]-amino]pyrrolo[2,3-d]-pyrimidin-7-yl]-3,4-dihydroxy-tetrahydro-furan-2-yl]methoxy-methylphosphonic acid